(2R,3R)-2-[[2-[1-[(4-isopropylphenyl)methyl]-5-oxopyrrolidin-2-yl]acetyl]amino]-3-methylpentanecarboxylic acid C(C)(C)C1=CC=C(C=C1)CN1C(CCC1=O)CC(=O)N[C@H](CC(=O)O)[C@@H](CC)C